CC1=C2C(C(=CN(C2=NC(=C1)N1CC(C1)C(NC=1N=CN(C1)C)=O)C=1SC=CN1)C(=O)O)=O 5-methyl-7-{3-[(1-methyl-1H-imidazol-4-yl)carbamoyl]azetidin-1-yl}-4-oxo-1-(1,3-thiazol-2-yl)-1,4-dihydro-1,8-naphthyridine-3-carboxylic acid